(1R,3S,5R)-2-(2-(3-acetyl-7-methyl-5-(2-methylpyrimidin-5-yl)-1H-indazol-1-yl)acetyl)-5-methyl-2-azabicyclo[3.1.0]hexane-3-carboxylic acid C(C)(=O)C1=NN(C2=C(C=C(C=C12)C=1C=NC(=NC1)C)C)CC(=O)N1[C@@H]2C[C@@]2(C[C@H]1C(=O)O)C